BrCC1=C(C=CC(=C1)[N+](=O)[O-])C1=C(C=C(C=C1)[N+](=O)[O-])CBr 2,2'-Bis(bromomethyl)-4,4'-dinitro-1,1'-biphenyl